C1(CC1)COC=1C=CC2=NN(C(C(=C2N1)C1=CC=C(C=C1)OC(F)F)=O)C1=CC2=CN(N=C2C=C1)C 6-(cyclopropylmethoxy)-4-(4-(difluoromethoxy)phenyl)-2-(2-methyl-2H-indazol-5-yl)pyrido[3,2-c]pyridazin-3(2H)-one